(Z)-3-(3-(3-(pentafluorosulfanyl)-5-(trifluoromethyl)phenyl)-1H-1,2,4-triazol-1-yl)-N'-(thiazol-2-yl)propenohydrazide FS(C=1C=C(C=C(C1)C(F)(F)F)C1=NN(C=N1)\C=C/C(=O)NNC=1SC=CN1)(F)(F)(F)F